tert-butyl 3-[6-[2-cyano-3-[[ethyl(methyl)sulfamoyl]amino]-6-fluoro-phenoxy]-5-nitro-4-oxo-quinazolin-3-yl]-1-oxa-8-azaspiro[4.5]decane-8-carboxylate C(#N)C1=C(OC=2C(=C3C(N(C=NC3=CC2)C2COC3(C2)CCN(CC3)C(=O)OC(C)(C)C)=O)[N+](=O)[O-])C(=CC=C1NS(N(C)CC)(=O)=O)F